(4-(7-fluorobenzofuran-3-yl)thiophen-2-yl)-4-oxobutanoic acid FC1=CC=CC=2C(=COC21)C=2C=C(SC2)C(C(=O)O)CC=O